1-cyclopentyl-5-(4-oxo-1,4-dihydropyrimidin-2-yl)-1H-indole-3-carbonitrile C1(CCCC1)N1C=C(C2=CC(=CC=C12)C=1NC=CC(N1)=O)C#N